C(C1=CC=CC=C1)SC1=CC=C(C=N1)NC([C@H](CC1=CC=CC=C1)NC(C1=CC=C(C=C1)F)=O)=O (S)-N-(1-(6-(benzylsulfanyl)pyridin-3-ylamino)-1-oxo-3-phenylprop-2-yl)-4-fluorobenzamide